COC=1C=C(C=C(C1OCCC)OC)CCN 2-(3,5-dimethoxy-4-propoxyphenyl)ethan-1-amine